4,4'-diamino-1,1'-biphenyl NC1=CC=C(C=C1)C1=CC=C(C=C1)N